FC1=C(C=C(C=C1C[C@@H]1N(CC2(CC2)[C@@H]1NS(=O)(=O)CF)C([C@@H](CF)O)=O)F)C1=CC=CC=C1 N-((6S,7S)-6-((2,5-difluoro-[1,1'-biphenyl]-3-yl)methyl)-5-((S)-3-fluoro-2-hydroxypropanoyl)-5-azaspiro[2.4]heptan-7-yl)-1-fluoromethanesulfonamide